FC1(CCN(CC1)C1=CC(=CC=2N=C(OC21)C)C(=O)OC)F methyl 7-(4,4-difluoropiperidin-1-yl)-2-methylbenzo[d]oxazole-5-carboxylate